FC1=CC2=C(CN(CC=C2C)C2=CC(=C(C(=C2)C)NC(CC(C)(C)C)=O)C)C=C1 N-(4-(7-fluoro-5-methyl-1,3-dihydro-2H-benzo[c]azepin-2-yl)-2,6-dimethylphenyl)-3,3-dimethylbutyramide